[(1R,2S,4R)-4-{[5-({5-chloro-4-[(S)-hydroxy(phenyl)methyl]-2-thienyl}carbonyl)pyrimidin-4-yl]amino}-2-hydroxycyclopentyl]methyl sulfamate S(N)(OC[C@@H]1[C@H](C[C@@H](C1)NC1=NC=NC=C1C(=O)C=1SC(=C(C1)[C@H](C1=CC=CC=C1)O)Cl)O)(=O)=O